4-(6-(6-((6-ethynylpyridin-2-yl)methyl)-3,6-diazabicyclo[3.1.1]heptan-3-yl)pyridin-3-yl)-6-(2-hydroxy-2-methylpropyloxy)pyrazolo[1,5-a]pyridine-3-carbonitrile C(#C)C1=CC=CC(=N1)CN1C2CN(CC1C2)C2=CC=C(C=N2)C=2C=1N(C=C(C2)OCC(C)(C)O)N=CC1C#N